C1(CC1)C=1N=NN(C1)[C@H](C(=O)N1[C@@H](C[C@H](C1)O)C(=O)NCC1=C(N=NS1)C)C(C)(C)C (2S,4R)-1-[(2S)-2-(4-cyclopropyltriazol-1-yl)-3,3-dimethyl-butanoyl]-4-hydroxy-N-[(4-methylthiadiazol-5-yl)methyl]pyrrolidine-2-carboxamide